OC([O-])CC 1-hydroxypropoxide